N-(2-(3-((2-(4-methoxypiperidin-1-yl)pyrimidin-4-yl)amino)-8-((2R,3S)-2-methyl-3-(((trifluoromethyl)sulfonyl)methyl)azetidin-1-yl)isoquinolin-5-yl)propan-2-yl)acrylamide COC1CCN(CC1)C1=NC=CC(=N1)NC=1N=CC2=C(C=CC(=C2C1)C(C)(C)NC(C=C)=O)N1[C@@H]([C@H](C1)CS(=O)(=O)C(F)(F)F)C